O=C1[C@H]2CN(C[C@@H](C1)N2C(C)(C)C2=CC=CC=C2)C(=O)OC(C)(C)C tertbutyl (1R,5R)-6-oxo-8-(2-phenylpropan-2-yl)-3,8-diazabicyclo[3.2.1]octane-3-carboxylate